(6-((4-(tert-butoxycarbonyl)piperazin-1-yl)methyl)pyridin-3-yl)boronic acid C(C)(C)(C)OC(=O)N1CCN(CC1)CC1=CC=C(C=N1)B(O)O